racemic-tert-butyl-sulfinamide C(C)(C)(C)[S@@](=O)N |r|